FC(C(=O)NC1=CC2=C(N(C(=N2)N2C[C@@H](C[C@H](C2)NC2=NC=C(C=N2)C(F)(F)F)F)C)C=C1C)=C 2-fluoro-N-(2-((3R,5R)-3-fluoro-5-((5-(trifluoromethyl)pyrimidin-2-yl)amino)piperidin-1-yl)-1,6-dimethyl-1H-benzo[d]imidazol-5-yl)acrylamide